4-[[2-(4-chlorophenyl)imidazo[1,2-a]pyrazin-3-yl]amino]-N-ethylbenzamide ClC1=CC=C(C=C1)C=1N=C2N(C=CN=C2)C1NC1=CC=C(C(=O)NCC)C=C1